2-(3,4-bis(benzyloxy)phenyl)acetic acid C(C1=CC=CC=C1)OC=1C=C(C=CC1OCC1=CC=CC=C1)CC(=O)O